ClC1=CC=C(C=C1)[C@@]1(N(C(C2=CC(=CC=C12)C(C(=O)NC1CN(C1)C)(C)O)=O)CC1=NC=C(C=C1)Cl)OC 2-[(1R)-1-(4-chlorophenyl)-2-[(5-chloropyridin-2-yl)methyl]-1-methoxy-3-oxo-2,3-dihydro-1H-isoindol-5-yl]-2-hydroxy-N-(1-methylazetidin-3-yl)propionamide